N1(CCNCC1)C12CCC(CC1)(CC2)N2N=C1C=C(C=CC1=C2)C(=O)OC methyl 2-(4-(piperazin-1-yl)bicyclo[2.2.2]octan-1-yl)-2H-indazole-6-carboxylate